FC1=NNC=2C=CC3=C(C12)CCCC(=C3C3=C(C=C(C=C3)N3CCC(CC3)C=O)OC)CC(F)(F)F 1-(4-(1-fluoro-7-(2,2,2-trifluoroethyl)-3,8,9,10-tetrahydrocyclohepta[e]indazol-6-yl)-3-methoxyphenyl)piperidine-4-carbaldehyde